C(C)(C)(C)N1N=CC(=C1)NC1=NC=C(C(=N1)NCC1=C(C=CC=C1F)Cl)C(=O)N 2-((1-tert-butyl-1H-pyrazol-4-yl)amino)-4-((2-chloro-6-fluorobenzyl)amino)pyrimidin-5-carboxamide